P(=O)(OCC(F)(F)F)(Cl)Cl (2,2,2-trifluoroethyl) dichlorophosphate